allyloxybenzenesulfonic acid C(C=C)OC1=C(C=CC=C1)S(=O)(=O)O